BrCC1=C(N=NN1C)C1=CC=C(C(=N1)CC)I 6-[5-(bromomethyl)-1-methyl-1H-1,2,3-triazol-4-yl]-2-ethyl-3-iodopyridine